4-methyl-N-(4-methyl-2-vinylphenyl)benzenesulfonamide ethyl-(R)-4-(2-((tert-butoxycarbonyl)amino)-3-phenylpropoxy)-2-methoxy-6-methylnicotinate C(C)OC(C1=C(N=C(C=C1OC[C@@H](CC1=CC=CC=C1)NC(=O)OC(C)(C)C)C)OC)=O.CC1=CC=C(C=C1)S(=O)(=O)NC1=C(C=C(C=C1)C)C=C